acrylamide, trishydrochloride Cl.Cl.Cl.C(C=C)(=O)N